C12(CC(C1)C2)NC(=O)C=2C(N(C1=NC=C(C=C1C2)C2CC2)CC2=CC=C(C=C2)F)=O N-(bicyclo[1.1.1]pentan-1-yl)-6-cyclopropyl-1-(4-fluorobenzyl)-2-oxo-1,2-dihydro-1,8-naphthyridine-3-carboxamide